(2R)-1-[8-methoxy-9-(2-methyltetrazol-5-yl)-1-thiazol-5-yl-5,6-dihydropyrrolo[2,1-a]isoquinoline-3-carbonyl]-2-methyl-pyrrolidine-2-carbonitrile COC=1C=C2CCN3C(C2=CC1C=1N=NN(N1)C)=C(C=C3C(=O)N3[C@](CCC3)(C#N)C)C3=CN=CS3